OCCCC1=CC=C(C=C1)NC(CC1=CC=C(C=C1)C1=CC=2N(C=C1)N=CN2)=O N-[4-(3-Hydroxypropyl)phenyl]-2-[4-([1,2,4]triazolo[1,5-a]pyridin-7-yl)phenyl]acetamide